4-amino-7-fluoro-N,3-dimethyl-N-((5S)-2-(trifluoro-methyl)-6,7-dihydro-5H-cyclopenta[b]-pyridin-5-yl)-3H-pyrazolo[3,4-c]-quinoline-8-carboxamide NC1=NC=2C=C(C(=CC2C2=C1N(N=C2)C)C(=O)N([C@H]2CCC1=NC(=CC=C12)C(F)(F)F)C)F